C(#N)C1=CC=C(C=C1)NC1=NC=C(C(=O)NOC)C(=C1)NC1=C(C=CC=C1)N(S(=O)(=O)C)C 6-((4-cyanophenyl)amino)-N-methoxy-4-((2-(N-methyl-methanesulfonamido)phenyl)amino)nicotinamide